C1=CC=CC=2C3=CC=CC=C3N(C12)C1=NC(=CC(=C1)C1=CC=CC=C1)N1C2=CC=CC=C2C=2C=CC=CC12 2,6-bis(9H-carbazol-9-yl)-4-phenylpyridine